6-[(2S)-2-[2-(2-benzyloxyethoxy)ethoxy]propoxy]-4-methyl-pyridin-3-amine C(C1=CC=CC=C1)OCCOCCO[C@H](COC1=CC(=C(C=N1)N)C)C